2-(1-(2-cyanophenyl)-1-(1-(2-(piperazin-1-yl)ethyl)-1H-pyrazol-4-yl)propan-2-yl)-5-hydroxy-N-(isoxazol-4-yl)-1-methyl-6-oxo-1,6-dihydropyrimidine-4-carboxamide C(#N)C1=C(C=CC=C1)C(C(C)C=1N(C(C(=C(N1)C(=O)NC=1C=NOC1)O)=O)C)C=1C=NN(C1)CCN1CCNCC1